N-(2-fluoro-4-(7-(((3S,5S)-5-fluoro-1-isopropylpiperidin-3-yl)amino)-1-isopropyl-2-oxo-1,4-dihydropyrimido[4,5-d]pyrimidin-3(2H)-yl)phenyl)-1-(4-fluorophenyl)methanesulfonamide FC1=C(C=CC(=C1)N1C(N(C2=NC(=NC=C2C1)N[C@@H]1CN(C[C@H](C1)F)C(C)C)C(C)C)=O)NS(=O)(=O)CC1=CC=C(C=C1)F